N[C@@H]1C2=CC=CC=C2CC12CCN(CC2)C=2NC(C1=C(N2)NN=C1C1C=2C=CC=NC2CCC1)=O 6-((S)-1-amino-1,3-dihydrospiro[indene-2,4'-piperidin]-1'-yl)-3-(5,6,7,8-tetrahydroquinolin-5-yl)-1,5-dihydro-4H-pyrazolo[3,4-d]pyrimidin-4-one